2-(2-Chloro-4-((5-oxo-4-(4-(trifluoromethyl)phenyl)-4,5-dihydro-1H-1,2,4-triazol-1-yl)methyl)phenoxy)-2-methylpropionic acid ClC1=C(OC(C(=O)O)(C)C)C=CC(=C1)CN1N=CN(C1=O)C1=CC=C(C=C1)C(F)(F)F